6-methyl-1,2,5,6-tetrahydro-1,3,5-triazine hydrochloride Cl.CC1NC=NCN1